[2-(acryloyloxy)ethyl]trimethylammonium chloride salt [Cl-].C(C=C)(=O)OCC[N+](C)(C)C